1-(1H-benzo[d][1,2,3]triazol-1-yl)-N,N-dimethylamine N1(N=NC2=C1C=CC=C2)CNC